Ethyl 2-(4-((4-([1,1'-biphenyl]-4-yl)-5-oxo-4,5-dihydro-1H-1,2,4-triazol-1-yl)methyl)-2,6-dimethylphenoxy)-2-methylpropionate C1(=CC=C(C=C1)N1C=NN(C1=O)CC1=CC(=C(OC(C(=O)OCC)(C)C)C(=C1)C)C)C1=CC=CC=C1